N1(C=NC=C1)CCCNC(=O)C=1N=C(SC1)C1=CC=CC=C1 N-(3-(1H-imidazol-1-yl)propyl)-2-phenylthiazole-4-carboxamide